(R)-1-(5-(4,4-difluoropiperidin-1-yl)-9-methyl-2-(trifluoromethyl)imidazo[1,2-c]quinazolin-7-yl)ethan-1-amine FC1(CCN(CC1)C1=NC=2C(=CC(=CC2C=2N1C=C(N2)C(F)(F)F)C)[C@@H](C)N)F